N[C@@H]1C2=CC=CC=C2CC12CCN(CC2)C=2NC(C1=C(N2)NN=C1C1C=2C=CC=NC2CCC1)=O 6-((S)-1-amino-1,3-dihydrospiro[indene-2,4'-piperidine]-1'-yl)-3-(5,6,7,8-tetrahydroquinolin-5-yl)-1,5-dihydro-4H-pyrazolo[3,4-d]pyrimidin-4-one